Benzen C1=CC=CC=C1